1-({3,4-difluoro-2-[(2-fluoro-4-iodophenyl)amino]phenyl}carbonyl)-3-({[4-(dimethylamino)butyl]amino}methyl)azetidin-3-ol FC=1C(=C(C=CC1F)C(=O)N1CC(C1)(O)CNCCCCN(C)C)NC1=C(C=C(C=C1)I)F